ClC1=C(C=NC=C1)C=1C(=C(C#N)C=CC1)N1CCC(CC1)C1=NN=CN1C 3-(4-chloropyridin-3-yl)-2-(4-(4-methyl-4H-1,2,4-triazol-3-yl)piperidin-1-yl)benzonitrile